7-(3-((3-(difluoromethoxy)phenyl)amino)-7,8-dihydro-1,6-naphthyridin-6(5H)-yl)-8-methyl-4H-pyrimido[1,2-b]pyridazin-4-one FC(OC=1C=C(C=CC1)NC=1C=NC=2CCN(CC2C1)C=1C(=CC=2N(N1)C(C=CN2)=O)C)F